Methyl 3-(5-acetylthiophen-2-yl)-3-[3-(chloromethyl)-4-methylphenyl]-2-methylpropanoate C(C)(=O)C1=CC=C(S1)C(C(C(=O)OC)C)C1=CC(=C(C=C1)C)CCl